C(C1=CC=CC=C1)N1C[C@@H](N2C1=C(C(=C(C2=O)Br)CC2=CC=CC1=CC=CC=C21)C2=CC(=CC=C2)C(F)(F)F)C(=O)O (R)-1-benzyl-6-bromo-7-(naphthalen-1-ylmethyl)-5-oxo-8-(3-(trifluoromethyl)phenyl)-1,2,3,5-tetrahydroimidazo[1,2-a]pyridine-3-carboxylic acid